citronellyl (3,7-dimethyloct-6-en-1-yl acetate) CC(CCCC(=O)OCCC(C)CCC=C(C)C)CCC=C(C)C